N-(5-ethoxy-2,3-dihydro-1H-inden-2-yl)-4-oxo-2-(pyridin-4-yl)-3,4-dihydrothieno[3,4-d]pyrimidine-7-carboxamide C(C)OC=1C=C2CC(CC2=CC1)NC(=O)C=1SC=C2C1N=C(NC2=O)C2=CC=NC=C2